1-((1-(dimethylamino)cyclopropyl)methyl)-1H-pyrazol-4-amine CN(C1(CC1)CN1N=CC(=C1)N)C